(2-(2,6-dimethylphenylamino)-5-methylpyrimidin-4-ylamino)benzo[d]oxazol-2(3H)-one CC1=C(C(=CC=C1)C)NC1=NC=C(C(=N1)NN1C(OC2=C1C=CC=C2)=O)C